C(C)(=O)C1=NN(C2=CC=C(C=C12)C=1C=C2C(=NC1)N(C=N2)C)CC(=O)O 2-(3-acetyl-5-(3-methyl-3H-imidazo[4,5-b]pyridin-6-yl)-1H-indazol-1-yl)acetic acid